5-cyclopropyl-4-{5-fluoro-3-[(5-fluoropyridin-3-yl)methoxy]pyridin-2-yl}thiophene-2-carboxylic acid C1(CC1)C1=C(C=C(S1)C(=O)O)C1=NC=C(C=C1OCC=1C=NC=C(C1)F)F